NC1=NC(=NC(=N1)N)OCC1=CC=CC=C1 2,4-diamino-6-benzyloxy-sym-triazine